ClCCN1C(C2=CC=CC=C2C1=O)=O 2-(2-chloroethyl)-1H-isoindole-1,3(2H)-dione